2-((1R,3S,4R)-4-methyl-3-(prop-1-en-2-yl)-4-vinylcyclohexyl)acrylaldehyde C[C@]1([C@@H](C[C@@H](CC1)C(C=O)=C)C(=C)C)C=C